7-benzyl-3-(3,4-difluorobenzyl)-2,3,6,7,8,9-hexahydroimidazo[1,2-a]pyrido[3,4-e]pyrimidin-5(1H)-one C(C1=CC=CC=C1)N1CC=2C(N=C3N(C2CC1)CCN3CC3=CC(=C(C=C3)F)F)=O